OC=1C=C(C=CC1O)C=1OC2=CC=CC=C2C(C1)=O 2-(3,4-dihydroxyphenyl)-4H-chromen-4-one